O1OCC1 di-oxetane